ClC1=CC=C(C(=N1)C(=O)O)NC(C)C1=CC(=CN2C1=NC(=C(C2=O)C)N2CCCCC2)C 6-chloro-3-((1-(3,7-dimethyl-4-oxo-2-(piperidin-1-yl)-4H-pyrido[1,2-a]pyrimidin-9-yl)ethyl)amino)picolinic acid